3-(5-(Hydroxymethyl)pyridin-3-yl)piperidine-2,6-dione OCC=1C=C(C=NC1)C1C(NC(CC1)=O)=O